5,8-dihydro-1,7-naphthyridine-7(6H)-carboxylic acid tert-butyl ester C(C)(C)(C)OC(=O)N1CCC=2C=CC=NC2C1